CC=1SC(=CN1)C1=CC=2C3=C(N=CC2C=C1)C=C(S3)C3CCOCC3 8-(2-methylthiazol-5-yl)-2-(tetrahydro-2H-pyran-4-yl)thieno[3,2-c]isoquinoline